NCCC=1C=NC(=NC1)C1=C(C=C(C#N)C=C1)OC=1N(N=C(C1)C1=CC(=CC=C1)F)C 4-[5-(2-aminoethyl)pyrimidin-2-yl]-3-[5-(3-fluorophenyl)-2-methylpyrazol-3-yl]oxybenzonitrile